3-(p-dimethylaminophenyl)-3-(1,2-dimethyl-3-indolyl)phthalide sodium aluminum hydride [AlH4-].[Na+].CN(C1=CC=C(C=C1)C1(OC(=O)C2=CC=CC=C12)C1=C(N(C2=CC=CC=C12)C)C)C